5-(4-Fluorophenyl)-2-methyl-4-(trifluoromethyl)-5H-indeno[1,2-b]pyridine FC1=CC=C(C=C1)C1C2=CC=CC=C2C2=NC(=CC(=C21)C(F)(F)F)C